(2S,4S)-4-Fluoro-1-(2-((S)-3-((3-fluorochinolin-5-yl)(methyl)amino)pyrrolidin-1-yl)acetyl)pyrrolidin-2-carbonitril F[C@H]1C[C@H](N(C1)C(CN1C[C@H](CC1)N(C)C1=C2C=C(C=NC2=CC=C1)F)=O)C#N